(S)-quinuclidin-3-yl (7-(2-(trifluoromethoxy)phenyl)chroman-4-yl)carbamate FC(OC1=C(C=CC=C1)C1=CC=C2C(CCOC2=C1)NC(O[C@@H]1CN2CCC1CC2)=O)(F)F